2-(2,6-dioxopiperidin-3-yl)-1-oxo-N-((S)-1-o-tolylethyl)isoindoline-5-carboxamide O=C1NC(CCC1N1C(C2=CC=C(C=C2C1)C(=O)N[C@@H](C)C1=C(C=CC=C1)C)=O)=O